NC1=NC=2C=C(C=CC2C2=C1N=C(N2CC(C)(C)NS(=O)(=O)C)COCC)OCCCCCCNC(C)=O N-(6-{[4-amino-2-ethoxymethyl-1-(2-methylsulfonylamino-2-methylpropyl)-1H-imidazo[4,5-c]quinolin-7-yl]oxy}hexyl)acetamide